methyl-bis(4-hydroxyphenylthio-ethoxy)methane CC(OCCSC1=CC=C(C=C1)O)OCCSC1=CC=C(C=C1)O